bromat Br(=O)(=O)[O-]